tert-butyl 3-((6-bromopyrazin-2-yl)carbamoyl)-5-methyl-2-azabicyclo[3.1.0]hexane-2-carboxylate BrC1=CN=CC(=N1)NC(=O)C1N(C2CC2(C1)C)C(=O)OC(C)(C)C